C(C)(C)C=1C=C(C(C=CC1)=O)O 4-Isopropyl-2-hydroxy-cyclohepta-2,4,6-triene-1-one